2-(6-(4-(2,2-dimethylpropyl-1,1-d2)-5-(methyl-d3)pyridin-2-yl)dibenzo[b,d]furan-3-yl)-4,6-bis(propan-2-yl-d7)-1,3,5-triazine CC(C([2H])([2H])C1=CC(=NC=C1C([2H])([2H])[2H])C1=CC=CC=2C3=C(OC21)C=C(C=C3)C3=NC(=NC(=N3)C(C([2H])([2H])[2H])(C([2H])([2H])[2H])[2H])C(C([2H])([2H])[2H])(C([2H])([2H])[2H])[2H])(C)C